2-(6-methoxy-2-methyl-1,2,3,4-tetrahydroisoquinolin-7-yl)-N4-(o-chlorophenyl)-7H-pyrrolo[2,3-d]pyrimidine-2,4-diamine COC=1C=C2CCN(CC2=CC1C1(N=C(C2=C(N1)NC=C2)NC2=C(C=CC=C2)Cl)N)C